F[C@@H]1C[C@@]2(CCCN2C1)C=1N=C(C2=C(N1)NC1=C2C=CN=C1C1=C2C=NN(C2=CC(=C1C(F)(F)F)C)C1OCCCC1)O ((2R,7aS)-2-fluorotetrahydro-1H-pyrrolizin-7a(5H)-yl)-8-(6-methyl-1-(tetrahydro-2H-pyran-2-yl)-5-(trifluoromethyl)-1H-indazol-4-yl)-9H-pyrido[4',3':4,5]pyrrolo[2,3-d]pyrimidin-4-ol